C(C=C)(=O)OCCCCOC1=C(C=C(C(=O)OC2=CC(=C(C=C2)OC(C2=CC=C(C=C2)OCCCCOC(C=C)=O)=O)OC)C=C1)C 4-({4-[4-(acryloyloxy)butoxy]benzoyl}oxy)-3-methoxyphenyl 4-[4-(acryloyloxy)-butoxy]-3-methylbenzoate